O=C1NC(CCC1N1C(C=2C=C3C(=CC2C1=O)OCC31CCN(CC1)C1CC3(C1)CCN(CC3)C3=CC=C(N=N3)C(=O)N)=O)=O 6-(2-(6-(2,6-dioxopiperidine-3-yl)-5,7-dioxo-6,7-dihydro-2H,5H-spiro[furo[2,3-f]isoindole-3,4'-piperidine]-1'-yl)-7-azaspiro[3.5]nonan-7-yl)pyridazine-3-carboxamide